1,4-dihydro-1,6-naphthyridine N1C=CCC2=CN=CC=C12